C(C)SC1=NC2=NC(=CC=C2C(=C1C(=O)NCC1=CC(=CC=C1)F)C)C(F)(F)F 2-Ethylsulfanyl-N-[(3-fluorophenyl)-methyl]-4-methyl-7-(trifluoromethyl)-[1,8]naphthyridine-3-carboxylic acid amide